ClC1=C(C=C(C=C1)C1=CN=CC(=N1)CN1C(OC2(CN(C2)C(=O)OC(C)(C)C)C1)=O)OC(F)F Tert-butyl 7-((6-(4-chloro-3-(difluoromethoxy)phenyl)pyrazin-2-yl)methyl)-6-oxo-5-oxa-2,7-diazaspiro[3.4]octane-2-carboxylate